CC1CC(OCC1)C=C(C)C tetrahydro-4-methyl-2-(2-methyl-1-propen-1-yl)-2H-pyran